9,9-dimethyl-8-oxo-3-(pyrazin-2-yl)-1-oxaspiro[4.5]Dec-6-ene-7-carbonitrile CC1(C(C(=CC2(CC(CO2)C2=NC=CN=C2)C1)C#N)=O)C